FC(N1N=CC(=C1)N1N=C(C=C(C1=O)C(=O)N[C@H](CO)C)C1=CC=C(C=C1)C(F)(F)F)F 2-[1-(difluoromethyl)-1H-pyrazol-4-yl]-N-[(2S)-1-hydroxyprop-2-yl]-3-oxo-6-[4-(trifluoromethyl)phenyl]-2,3-dihydropyridazine-4-carboxamide